5,10,15,20-tetraphenyl-21H,23H-porphinetetra-sulfonate C1(=CC=CC=C1)C1(C2C(=C(C(N2)=C(C=2C=CC(=C(C3=CC=C(C(=C4C=C(C1=N4)S(=O)(=O)[O-])C4=CC=CC=C4)N3)C3=CC=CC=C3)N2)C2=CC=CC=C2)S(=O)(=O)[O-])S(=O)(=O)[O-])S(=O)(=O)[O-]